3-(2-Aminoethoxy)-N,N-dibenzyl-2-fluoro-propan-1-amine NCCOCC(CN(CC1=CC=CC=C1)CC1=CC=CC=C1)F